ClCCC1(N(CC(C1)=C)C(=O)OC(C)(C)C)C(=O)OC 1-(tert-butyl) 2-methyl 2-(2-chloroethyl)-4-methylenepyrrolidine-1,2-dicarboxylate